S1C(=CC=C1)C1=CC=C(C=C1)C1=NC=NC=N1 4-(2-thienyl)phenyl-1,3,5-triazine